COC=1C=C2CC(C(C2=CC1OC)=O)CNCCCCCCCNC=1C2=CC=CC=C2N=C2CCCCC12 5,6-Dimethoxy-2-{[7-(1,2,3,4-tetrahydro-acridin-9-ylamino)-heptylamino]-methyl}-indan-1-one